BrCCCCOC(CCCCC(OCCCCCC)OCCCCCC)=O 6,6-bis(hexyloxy)hexanoic acid 4-bromobutyl ester